NC([C@H](CCC(=O)OC)N1CC2=CC=C(C=C2C1=O)N1CCN(CC1)C(=O)OC(C)(C)C)=O tert-butyl (S)-4-(2-(1-amino-5-methoxy-1,5-dioxopentan-2-yl)-3-oxoisoindolin-5-yl)piperazine-1-carboxylate